C(#N)N1CC2=CC=CC(=C2C1)NC(C1=CC=C(C=C1)S(NC1=CC=CC=C1)(=O)=O)=O N-(2-cyanoisoindolin-4-yl)-4-(N-phenylsulfamoyl)benzamide